N1-(4-(dimethylphosphoryl)benzyl)glutaramide CP(=O)(C)C1=CC=C(CNC(CCCC(=O)N)=O)C=C1